[Si](C)(C)(C(C)(C)C)OCCN(CCCCCCCC(=O)OC(CCCCCCCCO)CCCCCCCC)CCCCCCCC(=O)OCCCCCCCCC 1-hydroxyheptadecan-9-yl 8-((2-((tert-butyldimethylsilyl)oxy)ethyl)(8-(nonyloxy)-8-oxooctyl) amino)octanoate